(S)-ethyl 8-(2-amino-6-((R)-1-(5-ethyl-2-(3-methyl-1H-pyrazol-1-yl)phenyl)-2,2,2-trifluoroethoxy)pyrimidin-4-yl)-2,8-diazaspiro[4.5]decane-3-carboxylate NC1=NC(=CC(=N1)N1CCC2(C[C@H](NC2)C(=O)OCC)CC1)O[C@@H](C(F)(F)F)C1=C(C=CC(=C1)CC)N1N=C(C=C1)C